tristearylsorbitol diphosphite OP(O)OP(O)O.C(CCCCCCCCCCCCCCCCC)[C@@](C(O)(CCCCCCCCCCCCCCCCCC)CCCCCCCCCCCCCCCCCC)(O)[C@@H](O)[C@H](O)[C@H](O)CO